4,4'-dihydroxybenzophenone laurate C(CCCCCCCCCCC)(=O)O.OC1=CC=C(C(=O)C2=CC=C(C=C2)O)C=C1